COC1=C(C=C(C=C1)[N+](=O)[O-])CS(=O)(=O)C 1-methoxy-2-(methylsulfonylmethyl)-4-nitrobenzene